phenol rubidium [Rb].C1(=CC=CC=C1)O